tert-butyl N-[(5-{2-[(2S,4R)-4-fluoro-2-{[(S)-phenyl[4-(propan-2-yl)phenyl]methyl]carbamoyl} pyrrolidin-1-yl]-2-oxoethyl}-1,3,4-oxadiazol-2-yl)methyl]carbamate F[C@@H]1C[C@H](N(C1)C(CC1=NN=C(O1)CNC(OC(C)(C)C)=O)=O)C(N[C@H](C1=CC=C(C=C1)C(C)C)C1=CC=CC=C1)=O